C1(OCC2=CC=CC=C12)CN Isobenzofuran-1(3H)-methylamine